FC(C=1C=NC(=NC1)N1CC2CCC(C1)N2C(=O)O)(F)F 3-(5-(trifluoromethyl)pyrimidin-2-yl)-3,8-diazabicyclo[3.2.1]Octane-8-carboxylic acid